C(C)(C)(C)OC(=O)NC(C(=O)O)CCC 2-((tert-butoxycarbonyl)amino)pentanoic acid